N-[(1R)-1-[3-[3-[(dimethylamino)methyl]phenyl]phenyl]ethyl]-2-methyl-5-(4-methylpiperazin-1-yl)benzamide dihydrochloride salt Cl.Cl.CN(C)CC=1C=C(C=CC1)C=1C=C(C=CC1)[C@@H](C)NC(C1=C(C=CC(=C1)N1CCN(CC1)C)C)=O